CN1CCC(CC1)NC(=O)C=1C=NN2C1C=C(C=C2)C2=CNC=1N=C(N=CC12)NCC1(CC1)C(F)(F)F N-(1-methylpiperidin-4-yl)-5-(2-(((1-(trifluoromethyl)cyclopropyl)methyl)amino)-7H-pyrrolo[2,3-d]pyrimidin-5-yl)pyrazolo[1,5-a]pyridine-3-carboxamide